C(C1=CC=CC=C1)N[C@@H](CS)C(=O)O benzyl-cysteine